(S)-5-((5-methoxy-7-((2-methyl-[1,1'-biphenyl]-3-yl)methoxy)-2,3-dihydro-1H-inden-4-yl)methyl)-5-azaspiro[2.4]heptane-6-carboxylic acid COC=1C(=C2CCCC2=C(C1)OCC=1C(=C(C=CC1)C1=CC=CC=C1)C)CN1CC2(CC2)C[C@H]1C(=O)O